ethyl 1-(6-bromo-5-fluoro-3-pyridyl)triazole-4-carboxylate BrC1=C(C=C(C=N1)N1N=NC(=C1)C(=O)OCC)F